3-(3,5-dimethoxyphenyl)-7,8-dihydroxycoumarin COC=1C=C(C=C(C1)OC)C=1C(OC2=C(C(=CC=C2C1)O)O)=O